FC1=CC(=CC2=C1N=C(S2)N(C2CCNCC2)C)C=2C=C(C=1N(N2)C=C(N1)C)OC 4-Fluoro-6-(8-methoxy-2-methylimidazo[1,2-b]pyridazin-6-yl)-N-methyl-N-(piperidin-4-yl)-1,3-benzothiazol-2-amin